C(C1=CC=CC=C1)NC(=O)C=1N=NSC1NC(=O)N1CCN(CC1)C1=NC=CC=C1 4-Pyridin-2-yl-piperazine-1-carboxylic acid (4-benzylcarbamoyl-[1,2,3]thiadiazol-5-yl)-amide